(+)-(S)-2-(6-methoxynaphthalen-2-yl)propanoic acid COC=1C=C2C=CC(=CC2=CC1)[C@@H](C(=O)O)C